NC1(COC1)CC=1C=CC(=NC1)C1=C(C=C(C#N)C=C1)OC1=NC(=NC(=C1)N1C2CCC1CC2)C 4-[5-[(3-aminooxetan-3-yl)methyl]pyridin-2-yl]-3-[6-(7-azabicyclo[2.2.1]heptan-7-yl)-2-methylpyrimidin-4-yl]oxybenzonitrile